2,2-difluoro-2-(5-isopropoxypyridin-2-yl)acetic acid FC(C(=O)O)(C1=NC=C(C=C1)OC(C)C)F